ClC1=CC(=C(C(=O)OC)C=C1)/N=C/N(C)C methyl (E)-4-chloro-2-(((dimethylamino)methylene)amino)benzoate